octadecane-3,12-dione, bis-ammonium salt [NH4+].[NH4+].CCC(CCCCCCCCC(CCCCCC)=O)=O